C1(=C(C=CC=C1)C1=NC(=NC(=N1)C1=CC=C(C=C1)Cl)C1=CC=CC=C1)C1=CC=CC=C1 2-([1,1-biphenyl]-2-yl)-4-(4-chlorophenyl)-6-phenyl-1,3,5-triazine